N-{[2-(morpholin-4-yl)pyridin-4-yl]methyl}-1,3-thiazole-4-carboxamide N1(CCOCC1)C1=NC=CC(=C1)CNC(=O)C=1N=CSC1